2-benzyl-6-(difluoromethyl)-2-azaspiro[3.3]heptan-6-ol C(C1=CC=CC=C1)N1CC2(C1)CC(C2)(O)C(F)F